tert-butyl (S)-2-(1-(5-amino-6-bromo-3-fluoropyridin-2-yl)-1H-1,2,4-triazol-3-yl)-4,4-difluoropyrrolidine-1-carboxylate NC=1C=C(C(=NC1Br)N1N=C(N=C1)[C@H]1N(CC(C1)(F)F)C(=O)OC(C)(C)C)F